tert-butyl (2R,4S)-4-[3-bromo-4-carbamoyl-5-[(2-hydroxyethyl)amino]pyrazol-1-yl]-2-(methoxymethyl)pyrrolidine-1-carboxylate BrC1=NN(C(=C1C(N)=O)NCCO)[C@H]1C[C@@H](N(C1)C(=O)OC(C)(C)C)COC